7-([1,1'-biphenyl]-4-ylmethyl)-2-amino-9-((2-((hydroxy(phosphonooxy)phosphoryl)oxy)ethoxy)methyl)-9H-purin-7-ium-6-olate triethyl-Ammonium Salt C(C)[NH+](CC)CC.C1(=CC=C(C=C1)C[N+]1=CN(C2=NC(=NC(=C12)[O-])N)COCCOP(=O)(OP(=O)(O)O)O)C1=CC=CC=C1